1-[2-(4-fluorophenyl)ethyl]piperazine FC1=CC=C(C=C1)CCN1CCNCC1